ClC1=CC=C(C=C1)S(=O)(=O)NC=1C(=NN(C1C(=O)O)C1CC1)C1CCOCC1 4-((4-chlorophenyl)sulfonamido)-1-cyclopropyl-3-(tetrahydro-2H-pyran-4-yl)-1H-pyrazole-5-carboxylic acid